N1(N=NC=C1)C[C@@H]1C[C@H](CN1C#N)NC(=O)C=1OC(=CN1)C1=C(C=CC=C1)C1CC1 N-((3R,5S)-5-((1H-1,2,3-triazol-1-yl)methyl)-1-cyanopyrrolidin-3-yl)-5-(2-cyclopropylphenyl)oxazole-2-carboxamide